OC(C)(C)C1=CN=CS1 5-(2-hydroxypropan-2-yl)thiazol